2-(2-(trifluoromethyl)thiazol-5-yl)-2,8-diaza-spiro[4.5]decan-1-one hydrochloride Cl.FC(C=1SC(=CN1)N1C(C2(CC1)CCNCC2)=O)(F)F